trans-2-octanal CC(CCCCCC)=O